octylsulfonate, tetramethylammonium salt C[N+](C)(C)C.C(CCCCCCC)S(=O)(=O)[O-]